C1(=CC=CC=C1)[B-](C1=CC=CC=C1)(C1=CC=CC=C1)C1=CC=CC=C1.C1(=CC=CC=C1)[PH+](C1=CC=CC=C1)C1=CC=CC=C1 triphenylphosphonium tetra(phenyl)borate